CNC[C@H](N)C(=O)O β-N-methylamino-alanine